(3-Acetaminophenyl)acetic acid N(C(=O)C)C=1C=C(C=CC1)CC(=O)O